8-[(E)-2-(3,4-dimethoxyphenyl)vinyl]-1,3-diethyl-3,7-dihydro-7-methyl-1H-purine-2,6-dione COC=1C=C(C=CC1OC)/C=C/C1=NC=2N(C(N(C(C2N1C)=O)CC)=O)CC